FC1=C(OC2CCC(CC2)(C(=O)OC(C)(C)C)C)C=C(C(=C1)OC)C(N[C@H]1[C@H](CCC1)C(NCC(C)(C)C)=O)=O tert-Butyl (1S,4s)-4-(2-fluoro-4-methoxy-5-(((1R,2S)-2-(neopentylcarbamoyl)cyclopentyl)carbamoyl)phenoxy)-1-methylcyclohexane-1-carboxylate